1-fluoro-cyclopropane-1-sulfonamide FC1(CC1)S(=O)(=O)N